C[C@@H]1O[C@@H](CN(C1)C1=CC=CC(=N1)C1=NC2=CC(=NC=C2C=C1)CNC(=O)C1=CC2=C(O[C@H](C[C@H](S2(=O)=O)F)C)C(=C1)F)C (2S,4S)-N-((2-(6-((2S,6R)-2,6-dimethylmorpholino)pyridin-2-yl)-1,6-naphthyridin-7-yl)methyl)-4,9-difluoro-2-methyl-3,4-dihydro-2H-benzo[b][1,4]oxathiepine-7-carboxamide 5,5-dioxide